C(C)(=O)C1=CC=C(C=N1)CN1C(N(C=2N=CN(C2C1=O)CC1CC1)C)=O 1-[(6-Acetyl-3-pyridyl)methyl]-7-(cyclopropylmethyl)-3-methyl-1H-purine-2,6(3H,7H)-dione